tert-butyl 2-(4-methoxyphenyl)-6,7-dihydropyrazolo[1,5-a]pyrazine-5(4H)-carboxylate COC1=CC=C(C=C1)C1=NN2C(CN(CC2)C(=O)OC(C)(C)C)=C1